NC1=NC=C(C=C1C=1C=C2C=CN=C(C2=CC1F)O)Br 6-(2-amino-5-bromopyridin-3-yl)-7-fluoroisoquinolin-1-ol